dicyclohexylamide 2,6-naphthalenedicarboxylate C1=C(C=CC2=CC(=CC=C12)C(=O)[O-])C(=O)[O-].C1(CCCCC1)[N-]C1CCCCC1